ClC1=C(C(=CC=C1)Cl)C#CC=1C=C2CCC(C2=CC1)N1C[C@]2(C[C@H]2C1)C(=O)O (1R,5R)-3-(5-((2,6-dichlorophenyl)ethynyl)-2,3-dihydro-1H-inden-1-yl)-3-azabicyclo[3.1.0]-hexane-1-carboxylic acid